(2R,5S)-2,5-bis(methoxymethyl)piperazine COC[C@@H]1NC[C@H](NC1)COC